OCC1(CCC1)NC=1C2=C(N=CN1)CCCS2=O 4-((1-(hydroxymethyl)cyclobutyl)amino)-7,8-dihydro-6H-thiopyrano[3,2-d]Pyrimidine 5-oxide